C(=C)C(=O)[C-]1C=CC=C1.[CH-]1C=CC=C1.[Fe+2] ferrocenyl vinyl ketone